N[C@H](C(=O)C1=C(C2=NC(=CC(=C2S1)NCC=1OC=CC1)Cl)Br)C (2s)-2-amino-1-(3-bromo-5-chloro-7-{[(furan-2-yl)methyl]amino}thieno[3,2-b]pyridin-2-yl)propan-1-one